BrC1=C(C(=O)O)C=CC(=C1)C(C)(C)C 2-bromo-4-(tert-butyl)benzoic acid